1-(2-((4-(1H-imidazo[4,5-c]pyridin-7-yl)-1H-1,2,3-triazole-1-yl)methyl)imidazo[1,2-a]pyridin-6-yl)-N-(cyclobutylmethyl)methylamine N1C=NC=2C=NC=C(C21)C=2N=NN(C2)CC=2N=C1N(C=C(C=C1)CNCC1CCC1)C2